2-(trifluoromethyl)phenyl isothiocyanate FC(C1=C(C=CC=C1)N=C=S)(F)F